(2S,4R)-1-((S)-2-amino-3,3-dimethylbutanoyl)-4-hydroxy-N-((S)-1-(4-(4-methylthiazole-5-yl)phenyl)ethyl)pyrrolidine-2-carboxamide N[C@H](C(=O)N1[C@@H](C[C@H](C1)O)C(=O)N[C@@H](C)C1=CC=C(C=C1)C1=C(N=CS1)C)C(C)(C)C